ClC1=C(C(=CC=C1Cl)F)C1CN(C1)C(C=C)=O 3-(2,3-dichloro-6-fluorophenyl)-1-(prop-2-enoyl)azetidin